(3S)-3-[9H-fluoren-9-ylmethoxycarbonyl-(methyl)amino]-4-oxo-4-pyrrolidin-1-yl-butyric acid C1=CC=CC=2C3=CC=CC=C3C(C12)COC(=O)N([C@@H](CC(=O)O)C(N1CCCC1)=O)C